CS(=O)(=O)N1CC(OCC1)\C(\C(\C)=N/NC(NCC)=S)=N/NC(NCC)=S (2Z,2'Z)-2,2'-(1-(4-(methylsulfonyl)morpholin-2-yl)propane-1,2-diylidene)bis(N-ethylhydrazine-1-carbothioamide)